1-methyl-2-methyl-piperazin-6-carbonitrile CN1C(CNCC1C#N)C